(1-oxo-5-(((trans)-2-(3-(pyridin-4-yl)azetidin-1-yl)-cyclopentyl)oxy)isoindolin-2-yl)piperidine-2,6-dione O=C1N(CC2=CC(=CC=C12)O[C@H]1[C@@H](CCC1)N1CC(C1)C1=CC=NC=C1)N1C(CCCC1=O)=O